O(C1=CC=CC=C1)CC1OC(OCC1)=O 4-(phenoxymethyl)-1,3-dioxan-2-one